C(=O)C1=CC=C(C=C1)C=1C=NC(=NC1)N1N=CC(=C1)C(=O)NCC1=NC(=NN1)C(C(F)(F)F)(C)C 1-[5-(4-formylphenyl)pyrimidin-2-yl]-N-[[3-(2,2,2-trifluoro-1,1-dimethyl-ethyl)-1H-1,2,4-triazol-5-yl]methyl]pyrazole-4-carboxamide